C(C)(C)(C)OC(=O)N1C[C@@H](OCC1)CCC(=O)C1=C(C(=C(C=C1F)Br)F)F (S)-2-(3-(4-bromo-2,3,6-trifluorophenyl)-3-oxopropyl)morpholine-4-carboxylic acid tert-butyl ester